C(C=CCCCCC)(=O)[O-].[Na+] sodium octenate